ClC1=C(C=CC(=C1)C)C=1C=C(C2=C(NC(=N2)CN2CC(NCC2)=O)C1)C(=O)O 6-(2-Chloro-4-methylphenyl)-2-[(3-oxopiperazin-1-yl)methyl]-1H-benzimidazole-4-carboxylic acid